OC(=O)C(F)(F)F.NCCCCCN Cadaverine TFA salt